N-(3-(3-chloro-2-(3-ethyl-4-((((5-oxopyrrolidin-2-yl)methyl)amino)methyl)phenyl)pyridin-4-yl)-2-methylphenyl)-5-(((2-hydroxyethyl)amino)methyl)picolinamide ClC=1C(=NC=CC1C=1C(=C(C=CC1)NC(C1=NC=C(C=C1)CNCCO)=O)C)C1=CC(=C(C=C1)CNCC1NC(CC1)=O)CC